3-CYANOISONICOTINIC ACID C(#N)C1=C(C(=O)O)C=CN=C1